2-[1-[2-[3-(4-methylpiperazine-1-carbonyl)anilino]-[1,2,4]triazolo[1,5-a]pyridin-8-yl]-3-[4-(trifluoromethyl)pyrazol-1-yl]azetidin-3-yl]acetonitrile CN1CCN(CC1)C(=O)C=1C=C(NC2=NN3C(C(=CC=C3)N3CC(C3)(N3N=CC(=C3)C(F)(F)F)CC#N)=N2)C=CC1